ClC(=C(C1=CC=C(C=C1)Cl)C1=CC=C(C=C1)Cl)Cl 1,1-dichloro-2,2-bis(4-chlorophenyl)ethylene